C=1N=CN2C1C1=CC=CC=C1[C@H]2[C@@H]2[C@H](C=1C=NC=NC1CC2)O (5R,6R)-6-((R)-5H-imidazo[5,1-a]isoindol-5-yl)-5,6,7,8-tetrahydroquinazolin-5-ol